2-[[4-(4-pyridinyl)piperazin-1-yl]methyl]-1H-indole-3-carbonitrile N1=CC=C(C=C1)N1CCN(CC1)CC=1NC2=CC=CC=C2C1C#N